NCCC=1C=NC(=NC1)C1=C(C=C(C#N)C=C1)OC1=CC(=NC(=C1)N1C2COCC1CC2)C 4-[5-(2-aminoethyl)pyrimidin-2-yl]-3-[2-methyl-6-(3-oxa-8-azabicyclo[3.2.1]oct-8-yl)pyridin-4-yl]oxybenzonitrile